ClC1=CC=C(C=C1)C(NCCN(C)C)C1CCN(CC1)C1=C2C(=NC=N1)NN=C2C(F)(F)F (-)-N1-((4-chlorophenyl)(1-(3-(trifluoromethyl)-1H-pyrazolo[3,4-d]pyrimidin-4-yl)piperidin-4-yl)methyl)-N2,N2-dimethylethane-1,2-diamine